C1(\C=C/C(=O)O1)=O.[Sn] tin maleic anhydride